CC1=C(C(=O)NC2(CC2)C2=C3C=CC=NC3=CC=C2)C=C(C=C1)OCC1N(CCC1)C 2-Methyl-5-((1-methylpyrrolidin-2-yl)methoxy)-N-(1-(quinolin-5-yl)cyclopropyl)benzamide